BrC=1N(C=C(C1)[N+]#[C-])CC(CC(=O)Cl)(C)C 4-(2-bromo-4-isocyano-1H-pyrrol-1-yl)-3,3-dimethylbutyryl chloride